CC(CC1=NC=CC(=C1)C1=C2C(=NC=C1)C=C(O2)C2=CC=C(C=C2)S(=O)(=O)C)(C)O 2-methyl-1-(4-(2-(4-(methylsulfonyl)phenyl)furo[3,2-b]pyridin-7-yl)pyridin-2-yl)propan-2-ol